O1C(CCC1)C(=O)NCCCC[C@H](N)C(=O)O N6-(tetrahydrofuran-2-carbonyl)lysine